(S)-6-(((1-(1-(tert-butyl)piperidin-4-yl)-1H-1,2,3-triazol-4-yl)(4,6-dichloropyridin-3-yl)methyl)amino)-8-chloro-4-((3-chloro-4-fluorophenyl)amino)quinoline-3-carbonitrile C(C)(C)(C)N1CCC(CC1)N1N=NC(=C1)[C@H](C=1C=NC(=CC1Cl)Cl)NC=1C=C2C(=C(C=NC2=C(C1)Cl)C#N)NC1=CC(=C(C=C1)F)Cl